BrC=1C=C(C=C2C(=NC(=NC12)Cl)NC=NO)C N-(8-bromo-2-chloro-6-methylquinazolin-4-yl)-N'-hydroxyformimidamide